7-chloro-4-(3,6-Dihydropyridin-1(2H)-yl)-8-fluoro-5-methoxy-2-(methylthio)pyrido[4,3-d]pyrimidine ClC1=C(C=2N=C(N=C(C2C(=N1)OC)N1CCC=CC1)SC)F